2,4-bismaleimidyl-toluene C1(C=CC(N1C1=C(C)C=CC(=C1)N1C(C=CC1=O)=O)=O)=O